2-fluoro-5-(trifluoromethyl)benzonitrile FC1=C(C#N)C=C(C=C1)C(F)(F)F